3,4,5-trifluoro-2-(2-carboxypyridinyl)phenyl-(2-carboxypyridinyl)iridium (iii) FC=1C(=C(C=C(C1F)F)[Ir+]C=1C(=NC=CC1)C(=O)O)C=1C(=NC=CC1)C(=O)O